O=C(C(=O)OCC)N1CC(C(C12CC(CC2)(F)F)O)(F)F Ethyl 2-oxo-2-(3,3,7,7-tetrafluoro-4-hydroxy-1-azaspiro[4.4]nonan-1-yl)acetate